ClC=1C=C(C=CC1Cl)C1N(CCC1)C(CC1CCC(N1CC1=CC(=CC=C1)C(F)(F)F)=O)=O 5-[2-[2-(3,4-dichlorophenyl)pyrrolidine-1-yl]-2-oxoethyl]-1-[[3-(trifluoromethyl)phenyl]methyl]pyrrolidin-2-one